tert-butyl (S)-(2-(3,5-difluorophenyl)-1-(7-hydroxy-6-(6-isopropylpyridin-3-yl)pyrazolo[1,5-a]pyrimidin-5-yl)ethyl)carbamate FC=1C=C(C=C(C1)F)C[C@@H](C1=NC=2N(C(=C1C=1C=NC(=CC1)C(C)C)O)N=CC2)NC(OC(C)(C)C)=O